C1CC12CN([C@@H](C2)C(=O)OC)C(=O)OC(C)(C)C O5-tert-butyl O6-methyl (6S)-5-azaspiro[2.4]heptane-5,6-dicarboxylate